FC(OC1=CC=C(OCC=O)C=C1)(F)F 2-(4-trifluoromethoxyphenoxy)ethan-1-one